tert-butyl 3-(5-chlorothiazol-2-yl)pyrrolidine-1-carboxylate ClC1=CN=C(S1)C1CN(CC1)C(=O)OC(C)(C)C